ethyl (5-isopropyl-3,6-dimethylhept-5-en-1-yl) oxalate C(C(=O)OCCC(CC(=C(C)C)C(C)C)C)(=O)OCC